2',3-difluoro-4-nitro-2-(trifluoromethyl)-1,1'-biphenyl FC1=C(C=CC=C1)C1=C(C(=C(C=C1)[N+](=O)[O-])F)C(F)(F)F